N-ethyl-N'-(4-(3-(2-methoxyethoxy)oxetan-3-yl)-2,5-dimethylphenyl)-N-methylformimidamide C(C)N(C=NC1=C(C=C(C(=C1)C)C1(COC1)OCCOC)C)C